4-(6-carbamoyl-1-methyl-1H-indazol-4-yl)pyrimidine C(N)(=O)C1=CC(=C2C=NN(C2=C1)C)C1=NC=NC=C1